3-(4-((6-amino-2-butoxy-8-methoxy-9H-purin-9-yl)methyl)-3-methoxy-phenyl)propan-1-ol NC1=C2N=C(N(C2=NC(=N1)OCCCC)CC1=C(C=C(C=C1)CCCO)OC)OC